COC1=C(C=CC=C1)CC(=O)NCC1=CC=C(C=C1)C1OC(C(O1)(C)C)(C)C 2-(2-methoxyphenyl)-N-{[4-(4,4,5,5-tetramethyl-1,3-dioxolan-2-yl)phenyl]methyl}acetamide